(R)-N-(1-(7-methyl-6-(1H-pyrrolo[2,3-b]-pyridin-4-yl)-5,6,7,8-tetrahydropyrido[4,3-d]-pyrimidin-4-yl)piperidin-4-yl)methanesulfonamide C[C@@H]1CC=2N=CN=C(C2CN1C1=C2C(=NC=C1)NC=C2)N2CCC(CC2)NS(=O)(=O)C